C(C)(C)OCOC(=O)C1C2C3C4C=CC(C3C(C1)C2)C4 8-isopropoxymethyloxycarbonyl-tetracyclo[4.4.0.12,5.17,10]-3-dodecene